N1=C(C=CC2=CC=CN=C12)O[C@@H]1C[C@@H]2CN([C@H]1C2)C(=O)C2=C(C(=CC=C2)F)C2=NC=CC=N2 ((1S,4R,6R)-6-((1,8-naphthyridin-2-yl)oxy)-2-azabicyclo[2.2.1]heptan-2-yl)(3-fluoro-2-(pyrimidin-2-yl)phenyl)methanone